ClC1=CC(=C(C=C1)C=1N=CN(C1C1=CC=NC=C1)CC(=O)N1CCN(CC1)C)F 2-[4-(4-chloro-2-fluorophenyl)-5-(pyridin-4-yl)-1H-imidazol-1-yl]-1-(4-methylpiperazin-1-yl)ethan-1-one